N-(5-(2-hydroxypropan-2-yl)-4'-((3-(methylsulfonyl)-5-(trifluoromethyl)phenyl)amino)-[2,3'-bipyridine]-6'-yl)acetamide OC(C)(C)C=1C=CC(=NC1)C=1C=NC(=CC1NC1=CC(=CC(=C1)C(F)(F)F)S(=O)(=O)C)NC(C)=O